N1N=NC(=C1)O triazolol